nonyl 8-((6-((4,4-bis(((Z)-oct-5-en-1-yl)oxy)butanoyl)oxy)hexyl)(3-((2-(methylamino)-3,4-dioxocyclobut-1-en-1-yl)amino)propyl)amino)octanoate C(CCC\C=C/CC)OC(CCC(=O)OCCCCCCN(CCCCCCCC(=O)OCCCCCCCCC)CCCNC1=C(C(C1=O)=O)NC)OCCCC\C=C/CC